N,N'-((1S,2S)-cyclohexane-1,2-diyl)bis(2-(diphenylphosphaneyl)-1-naphthamide) [C@H]1([C@H](CCCC1)NC(=O)C1=C(C=CC2=CC=CC=C12)P(C1=CC=CC=C1)C1=CC=CC=C1)NC(=O)C1=C(C=CC2=CC=CC=C12)P(C1=CC=CC=C1)C1=CC=CC=C1